Cyanopindolol CC(C)(C)NCC(O)COC1C=CC=C2NC(C#N)=CC=12